1-(9Z-hexadecenoyl)-2-(8Z,11Z,14Z-eicosatrienoyl)-glycero-3-phospho-(1'-sn-glycerol) CCCCCC/C=C\CCCCCCCC(=O)OC[C@H](COP(=O)(O)OC[C@H](CO)O)OC(=O)CCCCCC/C=C\C/C=C\C/C=C\CCCCC